1-(3-(4-bromo-1H-pyrrole-2-carboxamido)cyclohexyl)-N-methyl-2-(pyridin-2-yl)-1H-benzo[d]imidazole-5-carboxamide BrC=1C=C(NC1)C(=O)NC1CC(CCC1)N1C(=NC2=C1C=CC(=C2)C(=O)NC)C2=NC=CC=C2